The molecule is the parent compound of the citrulline class consisting of ornithine having a carbamoyl group at the N(5)-position. It has a role as a hapten and a Daphnia magna metabolite. It is a conjugate acid of a citrullinate. C(CC(C(=O)O)N)CNC(=O)N